(S)-2-((4-(6-((4-chlorobenzofuran-7-yl)methoxy)pyridin-2-yl)-5,6-dihydro-1,2,4-Triazin-1(4H)-yl)methyl)-1-(oxetan-2-ylmethyl)-1H-benzo[d]imidazole-6-carboxylic acid ClC1=CC=C(C2=C1C=CO2)COC2=CC=CC(=N2)N2C=NN(CC2)CC2=NC1=C(N2C[C@H]2OCC2)C=C(C=C1)C(=O)O